tert-butyl (8-cyclopentyl-2-(methylsulfanyl)-7-oxo-7,8-dihydropyrido[2,3-d]pyrimidin-6-yl)-carbamate C1(CCCC1)N1C(C(=CC2=C1N=C(N=C2)SC)NC(OC(C)(C)C)=O)=O